2-pyrrolidino-2,4,6,8-tetramethylcyclotetrasiloxane N1(CCCC1)[Si]1(O[SiH](O[SiH](O[SiH](O1)C)C)C)C